NCCCCCCCCCCC(=O)N[C@H](C(=O)N1[C@@H](C[C@H](C1)OCC1=CC=CC=C1)C(=O)N[C@@H](C)C1=CC=C(C=C1)C1=C(N=CS1)C)C(C)(C)C (2S,4R)-1-((S)-2-(11-aminoundecanamido)-3,3-dimethylbutanoyl)-4-(benzyloxy)-N-((S)-1-(4-(4-methylthiazol-5-yl)phenyl)ethyl)pyrrolidine-2-carboxamide